C(C)(C)C(C=O)=CCC(C)C isopropyl-5-methyl-2-hexenal